(3S,4aS,13bS)-3-(2-methyl-2-propanyl)-2,3,4,4a,8,9,13b,14-octahydro-1H-benzo[6,7]cyclohepta[1,2,3-de]pyrido[2,1-a]isoquinolin-3-ol CC(C)(C)[C@]1(C[C@@H]2N(C[C@@H]3C=4C(=CC=CC24)CCC2=C3C=CC=C2)CC1)O